FC1=C(C(=CC=C1C)OC)C1=NC=CC2=C1CN(C2=O)C2=NC(=NC(=C2)C)N2CCNCC2 4-(2-fluoro-6-methoxy-3-methylphenyl)-2-(6-methyl-2-(piperazin-1-yl)pyrimidin-4-yl)-2,3-dihydro-1H-pyrrolo[3,4-c]pyridin-1-one